spiro[8-azoniabicyclo[3.2.1]octane-8,1'-azolidin-1-ium]-3-yl 2-(1-chloro-2-methyl-propoxy)-2,2-diphenyl-acetate 2,2,2-trifluoroacetate FC(C(=O)[O-])(F)F.ClC(C(C)C)OC(C(=O)OC1CC2CCC(C1)[N+]21CCCC1)(C1=CC=CC=C1)C1=CC=CC=C1